7-benzyl-5-hydroxyl-7,8-dihydro-1,7-naphthyridine-6-carboxylic acid tertButyl ester C(C)(C)(C)OC(=O)C1=C(C=2C=CC=NC2CN1CC1=CC=CC=C1)O